CN1C(C(=CC=C1)N1[C@H]([C@H](CC1)NS(=O)(=O)C)CO[C@@H]1CC[C@@H](CC1)C1=CC=CC=C1)=O N-((2R,3S)-1-(1-methyl-2-oxo-1,2-dihydropyridin-3-yl)-2-((((CIS)-4-phenylcyclohexyl)oxy)methyl)pyrrolidin-3-yl)methanesulfonamide